ClC1=CC(=C(C=C1)C1=C(C=CC=C1)C=1N=C2N(C=CC(=C2)C(=O)OC)C1C=O)F methyl 2-(4'-chloro-2'-fluoro-[1,1'-biphenyl]-2-yl)-3-formylimidazo[1,2-a]pyridine-7-carboxylate